5-Fluoro-4-(8-fluoro-4-(2-fluoropropan-2-yl)-2-methylquinolin-6-yl)-N-(5-(piperazin-1-yl)pyridin-2-yl)pyrimidin-2-amine hydrochloride Cl.FC=1C(=NC(=NC1)NC1=NC=C(C=C1)N1CCNCC1)C=1C=C2C(=CC(=NC2=C(C1)F)C)C(C)(C)F